ClC=1C(=NC(=NC1)N1C[C@@H]([C@H](CC1)NC(=O)[C@@H]1N[C@H](CC1)C)F)N[C@H](C)C1=C(C=C(C=C1)Cl)Cl (2R,5S)-N-((3S,4S)-1-(5-chloro-4-(((R)-1-(2,4-dichlorophenyl)ethyl)amino)pyrimidin-2-yl)-3-fluoropiperidin-4-yl)-5-methylpyrrolidine-2-carboxamide